F[C@H]1CN(CC[C@H]1OC)C1=NC=CC(=N1)NC=1C=C2C(=CN=C(C2=CN1)N1CCC12CN(C2)C(=O)OC(C)(C)C)C(C)C tert-butyl 1-(6-((2-((3S,4R)-3-fluoro-4-methoxypiperidin-1-yl)pyrimidin-4-yl)amino)-4-isopropyl-2,7-naphthyridin-1-yl)-1,6-diazaspiro[3.3]heptane-6-carboxylate